OC1CN(C1)C(=O)O[C@@H]1CC[C@H](CC1)C(N(C[C@@H]1CC[C@H](CC1)C1=NC(=C(C=C1)OC)C)C1=NC=CC(=C1)C=1C=NN(C1)C1CC1)=O trans-4-((4-(1-Cyclopropyl-1H-pyrazol-4-yl)pyridin-2-yl)-((trans-4-(5-methoxy-6-methylpyridin-2-yl)cyclohexyl)methyl)-carbamoyl)cyclohexyl 3-hydroxyazetidine-1-carboxylate